CCCCC/C=C\C/C=C\C/C=C\C/C=C\CCCC(=O)OC[C@H](COP(=O)(O)OC[C@H](CO)O)OC(=O)CCCCCCC/C=C\C/C=C\C/C=C\CC 1-(5Z,8Z,11Z,14Z-eicosatetraenoyl)-2-(9Z,12Z,15Z-octadecatrienoyl)-glycero-3-phospho-(1'-sn-glycerol)